4-methyl-3-oxo-3,4-dihydro-2-quinoxalinecarboxylic acid CN1C(C(=NC2=CC=CC=C12)C(=O)O)=O